5-[(1R,2S)-1-(4-cyclopropylphenyl)-2-[(1-hydroxycyclobutanecarbonyl)amino]propoxy]-N-[(3S)-1-[(3R)-5-oxotetrahydrofuran-3-carbonyl]-3-piperidinyl]pyridine-2-carboxamide C1(CC1)C1=CC=C(C=C1)[C@H]([C@H](C)NC(=O)C1(CCC1)O)OC=1C=CC(=NC1)C(=O)N[C@@H]1CN(CCC1)C(=O)[C@H]1COC(C1)=O